methyl-N-(1-methyl-1H-pyrazol-5-yl)-4-[(1-methylcyclopropyl)amino]furo[2,3-d]pyrimidine-5-carboxamide CC=1N=C(C2=C(N1)OC=C2C(=O)NC2=CC=NN2C)NC2(CC2)C